N-[(1R,3S)-3-{[2,6-bis(trifluoromethyl)pyridin-4-yl]amino}cyclohexyl]-4-methoxybenzamide FC(C1=NC(=CC(=C1)N[C@@H]1C[C@@H](CCC1)NC(C1=CC=C(C=C1)OC)=O)C(F)(F)F)(F)F